FC(=C1CCC=2C(=C(C=CC12)C=1N=NC(=CC1C)N[C@H]1[C@@H](CCCC1)O)O)F 1-(Difluoromethylene)-5-(6-(((1r,2r)-2-hydroxycyclohexyl)amino)-4-methylpyridazin-3-yl)-2,3-dihydro-1H-inden-4-ol